CC(CCCCC)C(=O)OCC Ethyl heptane-2-carboxylate